COC(=O)C1(CC(=CC(=C1)C(=O)N(C)C)C1=CC=C(C=C1)[C@@H]1[C@@H](O)[C@@H](O)[C@H](O)[C@H](O1)CO)C 4'-(α-D-mannopyranosyl)-N,3-dimethyl-5-[(methylamino)carbonyl]-[1,1'-biphenyl]-3-carboxylic acid methyl ester